Cl.Cl.COC=1C=CC(=NC1)C1=NN(C=C1N)C 3-(5-methoxypyridin-2-yl)-1-methyl-1H-pyrazol-4-amine dihydrochloride